Ethyl-6-bromo-1-((tert-butoxycarbonyl)amino)-4-oxo-1,4-dihydro-1,8-naphthyridine C(C)C=1N(C2=NC=C(C=C2C(C1)=O)Br)NC(=O)OC(C)(C)C